(4-bromophenyl)-[1-(3,3-difluoropropyl)pyrrolidin-3-yl]methanol BrC1=CC=C(C=C1)C(O)C1CN(CC1)CCC(F)F